bis(3,4,6-trichloro-2-{[(4-methylphenyl)methoxy]carbonyl} phenyl)-Oxalat ClC=1C(=C(C(=CC1Cl)Cl)OC(C(=O)OC1=C(C(=C(C=C1Cl)Cl)Cl)C(=O)OCC1=CC=C(C=C1)C)=O)C(=O)OCC1=CC=C(C=C1)C